1-(benzo[d][1,3]dioxol-5-yl-2,2-d2)ethan-1-one O1C(OC2=C1C=CC(=C2)C(C)=O)([2H])[2H]